CNC1C(CCCC1)NC N,N'-dimethyl-1,2-diaminocyclohexane